C(C)C(C(=O)O)CCN(CC)CC Ethyl-N,N-diethyl-4-aminobutyric acid